4-(2-(6-(benzo[d][1,3]dioxol-5-yl)-1,1-dioxido-1,2,6-thiadiazinan-2-yl)acetamido)adamantane-1-carboxamide O1COC2=C1C=CC(=C2)N2CCCN(S2(=O)=O)CC(=O)NC2C1CC3(CC(CC2C3)C1)C(=O)N